methyl (S)-3-((tert-butoxycarbonyl)amino)-5-methyl-4-oxo-2,3,4,5-tetrahydrobenzo[b][1,4]oxazepine-7-carboxylate C(C)(C)(C)OC(=O)N[C@@H]1C(N(C2=C(OC1)C=CC(=C2)C(=O)OC)C)=O